1-(2-chloroethyl)imidazole ClCCN1C=NC=C1